4-(4-oxo-4,9-dihydro-3H-pyrimido[4,5-b]indol-6-yl)piperazine-1-carboxylic acid tert-butyl ester C(C)(C)(C)OC(=O)N1CCN(CC1)C=1C=C2C3=C(NC2=CC1)N=CNC3=O